2-(((2,5-dimethoxy-4-(thiophen-2-yl)phenethyl)amino)methyl)phenol COC1=C(CCNCC2=C(C=CC=C2)O)C=C(C(=C1)C=1SC=CC1)OC